CNC(=O)[C@H]1CNCCO1 (R)-N-Methylmorpholine-2-carboxamide